5-(2-chloro-5-(isobutyramidomethyl)benzamido)-1-isopropyl-N-(4-(trifluoromethyl)phenyl)-1H-indole-2-carboxamide ClC1=C(C(=O)NC=2C=C3C=C(N(C3=CC2)C(C)C)C(=O)NC2=CC=C(C=C2)C(F)(F)F)C=C(C=C1)CNC(C(C)C)=O